COC(=O)[C@@]1([C@H](CCC1)CC)N |r| racemic-(1R,2S)-1-amino-2-ethylcyclopentane-1-carboxylic acid methyl ester